Cl.ClC1=CC(=C(C=C1)C1=C(C=C(C=C1)N1CCNCC1)F)N1CC(CCC1)N1N=CC(=C1C(F)(F)F)C(=O)OCC ethyl 1-{1-[4-chloro-2'-fluoro-4'-(piperazin-1-yl) [1,1'-biphenyl]-2-yl]piperidin-3-yl}-5-(trifluoromethyl)-1H-pyrazole-4-carboxylate hydrochloride